6',7'-dihydro-2'H-spiro[cyclohexane-1,5'-indeno[5,6-d][1,3]dioxole]-4-carboxylic acid methyl ester COC(=O)C1CCC2(CCC3=CC=4OCOC4C=C23)CC1